(Tert-Butyl)Dimethylsilane C(C)(C)(C)[SiH](C)C